N-(4-(1-(2-(3-fluorophenyl)acetyl)-3-methyl-1,2,3,6-tetrahydropyridin-4-yl)-1H-pyrrolo[2,3-b]pyridin-6-yl)cyclopropylcarboxamide FC=1C=C(C=CC1)CC(=O)N1CC(C(=CC1)C1=C2C(=NC(=C1)NC(=O)C1CC1)NC=C2)C